C(#N)[C@@H](C[C@@H]1C(NCC1)=O)NC(=O)[C@H]1N([C@@H]2CC([C@H]1CC2)(F)F)C(=O)C=2NC1=CC=CC(=C1C2)C(F)F (1S,3S,4S)-N-((R)-1-cyano-2-((R)-2-oxopyrrolidin-3-yl)ethyl)-2-(4-(difluoromethyl)-1H-indole-2-carbonyl)-5,5-difluoro-2-azabicyclo[2.2.2]octane-3-carboxamide